(S)-Benzyl 4-methyl-2-(3-(phenylsulfonyl)propanamido)pentanoate CC(C[C@@H](C(=O)OCC1=CC=CC=C1)NC(CCS(=O)(=O)C1=CC=CC=C1)=O)C